NC=1C=C(C=C2C=C(N=CC12)NC(=O)[C@H]1[C@H](C1)F)C=1C(N(C=CC1C)C)=O |r| (±)-cis-N-[8-amino-6-(1,4-dimethyl-2-oxo-3-pyridyl)-3-isoquinolyl]-2-fluoro-cyclopropanecarboxamide